5-amino-3-ethyl-1-methyl-1,3-dihydro-2H-benzo[d]imidazol-2-one NC1=CC2=C(N(C(N2CC)=O)C)C=C1